1-(1-azaspiro[3.3]heptane-1-carbonyl)azetidin-3-yl (1-(4-(2,6-dioxopiperidin-3-yl)-3,5-difluorophenyl)azetidin-3-yl)carbamate O=C1NC(CCC1C1=C(C=C(C=C1F)N1CC(C1)NC(OC1CN(C1)C(=O)N1CCC12CCC2)=O)F)=O